(S)-N-(4-Cyano-3-(trifluoromethyl)phenyl)-3-(5-fluoro-3-formyl-1H-indol-1-yl)-2-hydroxy-2-methylpropanamide C(#N)C1=C(C=C(C=C1)NC([C@@](CN1C=C(C2=CC(=CC=C12)F)C=O)(C)O)=O)C(F)(F)F